C[C@H]1OCCOCCN2N=CC(C3=NN(C=4C=CC(O[C@H]1C)=CC34)C3OCCCC3)=C2 (12R,13S)-12,13-dimethyl-19-(oxan-2-yl)-8,11,14-trioxa-4,5,19,20-tetraazatetracyclo[13.5.2.12,5.018,21]tricosa-1(20),2(23),3,15(22),16,18(21)-hexaene